CCCCCCCCCCCC(=O)N(C)CC(=O)OC(C)C Isopropyl N-lauroyl sarcosinate